CN(CC)CC=1C=NC=CC1 N-methyl-N-(pyridin-3-ylmethyl)ethanamine